S(=O)(=O)([O-])[O-].N1C=[NH+]C=C1.N1C=[NH+]C=C1 Imidazolium Sulfate